C(C=C)OCC(C(=O)OCC(C)=C)=C methallyl α-allyloxymethylacrylate